ethyl 3-bromo-2-(difluoromethoxy)-6-methylbenzoate BrC=1C(=C(C(=O)OCC)C(=CC1)C)OC(F)F